O=C(C)CCCC(CCC(CCC(CCC(CCCC(C)=O)=O)=O)=O)=O 2,6,9,12,15,19-hexaoxoeicosane